CC(C(=O)OCC(CCCC)CC)CCCCCCCCCC(=O)OCC(CCCC)CC bis(2-ethylhexyl) α-methyldodecanedioate